2-hydroxy-5-(4-((5-isopropyl-8-(3-((methylsulfonyl)methyl)azetidin-1-yl)isoquinolin-3-yl)amino)pyrimidin-2-yl)benzaldehyde TFA salt OC(=O)C(F)(F)F.OC1=C(C=O)C=C(C=C1)C1=NC=CC(=N1)NC=1N=CC2=C(C=CC(=C2C1)C(C)C)N1CC(C1)CS(=O)(=O)C